COC1=C(C=CC(=C1)OC)C(CC(O)C1=C(C=C(C=C1)OC)OC)O 1,3-bis(2,4-dimethoxyphenyl)-propane-1,3-diol